benzo-indole N1C=CC2=CC=C3C(=C12)C=CC=C3